(S)-N-((R)-1-(3-bromo-5-fluoropyridin-4-yl)pent-4-en-1-yl)-2-methylpropane-2-sulfinamide BrC=1C=NC=C(C1[C@@H](CCC=C)N[S@@](=O)C(C)(C)C)F